aminophenol oxygen sodium [Na].[O].NC1=C(C=CC=C1)O